C1(CC1)N1N=CC(=N1)C1=C2C=NN(C2=C(C=C1)B1OC(C(O1)(C)C)(C)C)COCC[Si](C)(C)C 4-(2-cyclopropyl-2H-1,2,3-triazol-4-yl)-7-(4,4,5,5-tetramethyl-1,3,2-dioxaborolan-2-yl)-1-((2-(trimethylsilyl)ethoxy)methyl)-1H-indazole